2,6-diamino-N-benzhydryl-hexanamide NC(C(=O)NC(C1=CC=CC=C1)C1=CC=CC=C1)CCCCN